(4-(N-(3,5-bis(trifluoromethyl)phenyl)-2-methylpropylsulfonimidoyl)-2-chloro-5-methylphenyl)-N-ethyl-N-methylformimidamide FC(C=1C=C(C=C(C1)C(F)(F)F)N=S(=O)(CC(C)C)C1=CC(=C(C=C1C)C(N(C)CC)=N)Cl)(F)F